C(C1=CC=CC=C1)N1CC2CN(CC2(C1)O)C(=O)C=1C=C(C=CC1)S(=O)(=O)NC1=NC(=CC(=N1)Cl)C1=C(C=CC=C1C)C 3-(2-benzyl-3a-hydroxy-3,4,6,6a-tetrahydro-1H-pyrrolo[3,4-c]pyrrole-5-carbonyl)-N-[4-chloro-6-(2,6-dimethylphenyl)pyrimidin-2-yl]benzenesulfonamide